NCCCNC(CN1CCN(CC1)C(C1=C(C=C(C=C1)NC=1C=2N(C=CN1)C(=CN2)C=2C(=NN(C2)CC#N)C(F)(F)F)Cl)=O)=O N-(3-aminopropyl)-2-(4-(2-chloro-4-((3-(1-(cyanomethyl)-3-(trifluoromethyl)-1H-pyrazol-4-yl)imidazo[1,2-a]pyrazin-8-yl)amino)benzoyl)piperazin-1-yl)acetamide